COC[C@H](C(=O)N[C@@H](CCCC1=CC=C(C=C1)OC)B1OC(C(O1)(C)C)(C)C)NC(OC(C)(C)C)=O tert-butyl ((R)-3-methoxy-1-(((R)-4-(4-methoxyphenyl)-1-(4,4,5,5-tetramethyl-1,3,2-dioxaborolan-2-yl)butyl)amino)-1-oxopropan-2-yl)carbamate